6-((2-((3S,4R)-3-fluoro-4-hydroxy-3-methylpiperidin-1-yl)pyrimidin-4-yl)amino)-4-isopropyl-N-methyl-2,7-naphthyridine-1-carboxamide F[C@]1(CN(CC[C@H]1O)C1=NC=CC(=N1)NC=1C=C2C(=CN=C(C2=CN1)C(=O)NC)C(C)C)C